2-((tert-Butoxycarbonyl)(2-iodo-4-methyl-6-nitrophenyl)amino)acetic acid methyl ester COC(CN(C1=C(C=C(C=C1[N+](=O)[O-])C)I)C(=O)OC(C)(C)C)=O